1-(6-cyclopropylimidazo[1,2-a]pyridin-2-yl)-N-methylmethanamine hydrochloride Cl.C1(CC1)C=1C=CC=2N(C1)C=C(N2)CNC